2-amino-3-Chloro-6-bromopyrazine NC1=NC(=CN=C1Cl)Br